3-[[5-fluoro-3-[1-(3-isopropoxyphenyl)vinyl]-2-pyridyl]amino]-5,5-dimethyl-cyclohex-2-en-1-one FC=1C=C(C(=NC1)NC1=CC(CC(C1)(C)C)=O)C(=C)C1=CC(=CC=C1)OC(C)C